1-(4-(7-(6-amino-3-(trifluoromethyl)pyridin-2-yl)-6-chloro-2-((1-(2,2-difluoroethyl)pyrrolidin-2-yl)methoxy)quinazolin-4-yl)piperazin-1-yl)prop-2-en-1-one NC1=CC=C(C(=N1)C1=C(C=C2C(=NC(=NC2=C1)OCC1N(CCC1)CC(F)F)N1CCN(CC1)C(C=C)=O)Cl)C(F)(F)F